4-[[5-(5-chloro-3-fluoro-2-pyridinyl)-4-methyl-3-pyridinyl]methyl]-3-fluoro-N-(methylsulfamoyl)pyridin-2-amine ClC=1C=C(C(=NC1)C=1C(=C(C=NC1)CC1=C(C(=NC=C1)NS(NC)(=O)=O)F)C)F